3-(methoxymethyl)piperidine-1-carboxylic acid (S)-tert-butyl ester C(C)(C)(C)OC(=O)N1CC(CCC1)COC